N'-hydroxy-N-[1-(methylcarbamoyl)-3-phenyl-propyl]-2-(2-methylpropyl)butanediamide ONC(CC(C(=O)NC(CCC1=CC=CC=C1)C(NC)=O)CC(C)C)=O